COC(C1=CC(=CC(=C1)C=1SC(=CN1)C)OCC12OCC(N(C1)C)C2)=O 3-[(5-methyl-2-oxa-5-azabicyclo[2.2.1]hept-1-yl)methoxy]-5-(5-methyl-1,3-thiazol-2-yl)benzoic acid methyl ester